CS(=O)(=O)NC(CNC(OC(C)(C)C)=O)=O tert-butyl (2-(methylsulfonamido)-2-oxoethyl)carbamate